NC1=C(C=C(C(=S)[O-])C=C1)OC 4-amino-3-methoxythiobenzoate